C(C)(C)(C)OC(=O)N1C[C@@H]([C@H](C1)NC1=NC(=CC=C1)C1=CN=C2N1N=CC=C2)F (3S,4S)-3-fluoro-4-[(6-imidazo[1,2-b]pyridazin-3-yl-2-pyridinyl)amino]pyrrolidine-1-carboxylic acid tert-butyl ester